ClC1=CC(=C2C(=N1)C(=CS2)C)N(C(OC(C)(C)C)=O)CC=2SC=CC2 tert-Butyl N-(5-chloro-3-methyl-thieno[3,2-b]pyridin-7-yl)-N-(2-thienylmethyl)carbamate